6-(difluoromethyl)-3,5-dioxo-1,2,4-triazine FC(C=1C(NC(NN1)=O)=O)F